(1S)-1-[6-(Trifluoromethyl)pyridin-3-yl]ethan-1-aminium chloride [Cl-].FC(C1=CC=C(C=N1)[C@H](C)[NH3+])(F)F